2-(3-fluorophenyl)-3-(pyridin-4-yl)-4,5,6,7-tetrahydropyrazolo[1,5-a]pyrazine FC=1C=C(C=CC1)C1=NN2C(CNCC2)=C1C1=CC=NC=C1